BrCC=1C(=NC(=NC1)Cl)C(=O)OCC ethyl 5-(bromomethyl)-2-chloropyrimidine-4-carboxylate